1,2,3,4,5-Pentaphenyl-1'-(di-tert-butylphosphino)ferrocen C1(=CC=CC=C1)[C-]1C(=C(C(=C1C1=CC=CC=C1)C1=CC=CC=C1)C1=CC=CC=C1)C1=CC=CC=C1.C(C)(C)(C)P([C-]1C=CC=C1)C(C)(C)C.[Fe+2]